ClC1=CC=CC(=N1)OCCCOC1=CC(=NC=C1C)C#CC1=C2C=C(N=CC2=C(N=C1)NC)NC(=O)C1CC1 N-(5-((4-(3-((6-chloropyridin-2-yl)oxy)propoxy)-5-methylpyridin-2-yl)ethynyl)-8-(methylamino)-2,7-naphthyridin-3-yl)cyclopropanecarboxamide